(R)-(1-methylpiperidin-3-yl)carbamate CN1C[C@@H](CCC1)NC([O-])=O